1-Phenylpropyl-2-(3-nitrophenyl)-benzo[d]imidazole C1(=CC=CC=C1)C(CC)C1=CC=CC=2N=C(NC21)C2=CC(=CC=C2)[N+](=O)[O-]